6-(4-(3-chloro-4-fluorophenyl)-1-(2-hydroxyethyl)-1H-imidazol-5-yl)imidazo[1,2-a]pyridine-3-carbonitrile ClC=1C=C(C=CC1F)C=1N=CN(C1C=1C=CC=2N(C1)C(=CN2)C#N)CCO